BrC=1C(=NN2C1N=CC=C2C(=O)NC2CC1=CC=CC=C1C2)OCC2CC2 3-bromo-2-(cyclopropylmethoxy)-N-indan-2-yl-pyrazolo[1,5-a]pyrimidine-7-carboxamide